(7-(6-fluoropyridin-3-yl)pyrazolo[1,5-a]pyridin-3-yl)(3-(trifluoromethyl)piperidin-1-yl)methanone FC1=CC=C(C=N1)C1=CC=CC=2N1N=CC2C(=O)N2CC(CCC2)C(F)(F)F